N-(1H-1,3-Benzodiazol-5-ylmethyl)-3-(4-fluorophenyl)pyridin-2-amine N1C=NC2=C1C=CC(=C2)CNC2=NC=CC=C2C2=CC=C(C=C2)F